FC=1C=CC=C2C=C(C=NC12)C1=NC(NC2=CC=CC=C12)(C)C 4-(8-fluoro-3-quinolyl)-2,2-dimethyl-1H-quinazoline